ClC=1C(=NC=CC1SC1=CN=C(N=N1)N1CCC2(CC1)[C@@H](C=1C(=NC=CC1)C2)N)NC (S)-1'-(6-((3-chloro-2-(methylamino)pyridin-4-yl)thio)-1,2,4-triazin-3-yl)-5,7-dihydrospiro[cyclopenta[b]pyridin-6,4'-piperidin]-5-amine